p-(t-butyldimethylsiloxy)styrene CC(C)(C)[Si](C)(C)OC1=CC=C(C=C1)C=C